FC1(CNCCC1)C#N 3-fluoro-3-piperidinecarbonitrile